5-(3-methylimidazo[1,2-a]pyrimidin-6-yl)-N-(2,2,2-trifluoroethyl)pyrrolo[2,1-f][1,2,4]triazin-2-amine CC1=CN=C2N1C=C(C=N2)C=2C=CN1N=C(N=CC12)NCC(F)(F)F